1-p-nitrobenzenesulfonylpyrrolidine [N+](=O)([O-])C1=CC=C(C=C1)S(=O)(=O)N1CCCC1